ClC1=CN=CC(=N1)OC1C2CN(CC2C1)C(=O)OC(C)(C)C tert-butyl 6-((6-chloropyrazin-2-yl)oxy)-3-azabicyclo[3.2.0]heptane-3-carboxylate